[Na+].C(C)N(C1=CC(=CC=C1)C)CCCS(=O)(=O)[O-] ethyl-N-(3-sulfopropyl)-3-methylaniline sodium salt